C[C@@H]1N(C(OC1)=O)C1=CC=C2C=NC(=NC2=C1)NC=1C=NN(C1)CC(F)(F)F (4S)-4-methyl-3-(2-{[1-(2,2,2-trifluoroethyl)-1H-pyrazol-4-yl]amino}quinazolin-7-yl)-1,3-oxazolidin-2-one